CN1N=CC(=C1)C1=CC=2OCC(C2S1)=O 5-(1-methyl-1H-pyrazol-4-yl)thieno[3,2-b]furan-3(2H)-one